N-[(1S)-1-(4-bromophenyl)ethyl]-2,2,2-trifluoro-acetamide BrC1=CC=C(C=C1)[C@H](C)NC(C(F)(F)F)=O